C(C1=CC=CC=C1)OC1=C(C(=CC(=C1)C(F)F)O)C(=O)N1CC2=CC(=CC=C2CC1)OC1CCN(CC1)C (2-(Benzyloxy)-4-(difluoromethyl)-6-hydroxyphenyl)(7-((1-methylpiperidin-4-yl)oxy)-3,4-dihydroisoquinolin-2(1H)-yl)methanone